2-[(6-bromopyrido[2,3-b]indol-9-yl)methoxy]ethyl-trimethylsilane BrC=1C=C2C3=C(N(C2=CC1)COCC[Si](C)(C)C)N=CC=C3